4-(1-(difluoromethyl)cyclopropyl)picolinic acid FC(C1(CC1)C1=CC(=NC=C1)C(=O)O)F